FC1=CC=C(C=C1)NC1N(C(=NC(=N1)N)N1CCOCC1)C1=CC(=CC=C1)C(F)(F)F N-(4-Fluorophenyl)-6-morpholin-4-yl-N1-(3-trifluoromethylphenyl)-[1,3,5]triazine-2,4-diamine